5-(2-chloroethyl)-6-bromo-1,3-dihydro-indol-2(2H)-one ClCCC=1C=C2CC(NC2=CC1Br)=O